ClC1=C(OC2CN(CCC2)S(=O)(=O)C2=CC=C(C=C2)NC(NCC=2C=NC=CC2)=O)C=CC(=C1)F 3-{4-[3-(2-chloro-4-fluorophenoxy)piperidine-1-sulfonyl]phenyl}-1-(pyridin-3-ylmethyl)urea